OC1=C(C2=C(N=C1)N(N=C2)C2OCCCC2)C#N 5-hydroxy-1-(oxan-2-yl)pyrazolo[3,4-b]pyridine-4-carbonitrile